[N+](=O)([O-])C1=C(C=CC(=C1)S(=O)(=O)C)C1=NN=CO1 5-(2-nitro-4-(methylsulfonyl)phenyl)-1,3,4-oxadiazole